4-(((3-(3-(Trifluoromethyl)phenyl)-[1,2,4]triazolo[4,3-a]pyridin-6-yl)amino)methyl)tetrahydro-2H-thiopyran 1,1-dioxide FC(C=1C=C(C=CC1)C1=NN=C2N1C=C(C=C2)NCC2CCS(CC2)(=O)=O)(F)F